FC(C=1C=C(C=C(C1)C(F)(F)F)[B-](C1=CC(=CC(=C1)C(F)(F)F)C(F)(F)F)(C1=CC(=CC(=C1)C(F)(F)F)C(F)(F)F)C1=CC(=CC(=C1)C(F)(F)F)C(F)(F)F)(F)F.C1=CC=CC=C1 Benzene tetrakis(3,5-bis(trifluoromethyl)phenyl)borate